tert-Butyl (3-(hexadecylamino)propyl)carbamate C(CCCCCCCCCCCCCCC)NCCCNC(OC(C)(C)C)=O